7-chloro-4-(1-(5-((3-fluoroazetidin-1-yl)methyl)pyrimidin-2-yl)piperidin-4-yl)-1-methyl-1,4-Dihydropyrido[2,3-b]pyrazine-2,3-dione ClC1=CC2=C(N(C(C(N2C)=O)=O)C2CCN(CC2)C2=NC=C(C=N2)CN2CC(C2)F)N=C1